O1C=C(C2=C1C=CC=C2)C[C@H](NC(C(=O)N2CCOCC2)=O)B(O)O (R)-(2-(benzofuran-3-yl)-1-(2-morpholino-2-oxoacetamido)ethyl)boronic acid